(3,5-dimethylphenyl) borate B(OC1=CC(=CC(=C1)C)C)([O-])[O-]